N-(4-((3-chloro-4-(pyridin-2-ylmethoxy)phenyl)amino)-3-cyano-7-ethoxyquinolin-6-yl)-3-(1-methylpyridin-2-yl)acrylamide ClC=1C=C(C=CC1OCC1=NC=CC=C1)NC1=C(C=NC2=CC(=C(C=C12)NC(C=CC1N(C=CC=C1)C)=O)OCC)C#N